ClC=1N=C(C2=C(N1)N(C1=C2C=CN=C1Cl)C)N1C[C@H]2CC[C@@H](C1)N2C(=O)OC(C)(C)C tert-butyl (1R,5S)-3-(2,8-dichloro-9-methyl-9H-pyrido[4',3':4,5]pyrrolo[2,3-d]pyrimidin-4-yl)-3,8-diazabicyclo[3.2.1]octane-8-carboxylate